4-tert-butyl 2-(1,3-dioxoisoindol-2-yl) morpholine-2,4-dicarboxylate N1(CC(OCC1)C(=O)ON1C(C2=CC=CC=C2C1=O)=O)C(=O)OC(C)(C)C